C12OCC(C(C1)CN1N=CC(=C1)C1=NC3=C(C(=CC=C3N=C1)OC=1C=CC3=C(NC(=N3)C)C1)Cl)C2 2-(1-(2-oxabicyclo[2.2.1]heptan-5-ylmethyl)-1H-pyrazol-4-yl)-8-chloro-7-((2-methyl-1H-benzo[d]imidazol-6-yl)oxy)quinoxaline